1-[[2-(1,1-difluoroethyl)pyridin-4-yl]methyl]-3-(3-fluoro-1-bicyclo[1.1.1]pentanyl)urea FC(C)(F)C1=NC=CC(=C1)CNC(=O)NC12CC(C1)(C2)F